2,5-dihydroxy-3-undecyl-2,5-cyclohexadiene OC=1CC=C(CC1CCCCCCCCCCC)O